trans-4-(3-(4-((dimethylamino)methyl)styryl)-1H-indazol-6-yl)pyrimidin-2-amine CN(C)CC1=CC=C(/C=C/C2=NNC3=CC(=CC=C23)C2=NC(=NC=C2)N)C=C1